[1,2,3]triazol-1-ol hydrate O.N1(N=NC=C1)O